CN1CCN(CCC1)C=1N=CC2=C(N1)N1C(=C(C2=O)C(=O)OCC)OC2=C1C=CC=C2 Ethyl 2-(4-methyl-1,4-diazepan-1-yl)-5-oxo-5H-benzo[4',5']oxazolo-[3',2':1,6]pyrido[2,3-d]pyrimidine-6-carboxylate